tert-butyl 4-(1-(3-chlorophenyl)-3-(pyridin-2-yl)-1H-pyrrolo[3,2-c]pyridin-4-yl)-3-methylpiperazine-1-carboxylate ClC=1C=C(C=CC1)N1C=C(C=2C(=NC=CC21)N2C(CN(CC2)C(=O)OC(C)(C)C)C)C2=NC=CC=C2